5-fluorouracil-acetate FC1(C(NC(N=C1)=O)=O)CC(=O)[O-]